[N+](#[C-])C1=CC=C(C(=O)OCC(=O)NC2=CC=C(C=C2)OC)C=C1 2-((4-methoxyphenyl)amino)-2-oxoethyl 4-isocyanobenzoate